OC1(CCC(CC1)[C@@H]1NC2=C(OC1)C=C(C=C2[N+](=O)[O-])S(=O)(=O)NC(C2=CC=C(C=C2)N2CCC1(CC(C1)N1[C@@H](CCC1)C1=C(C=CC=C1)C)CC2)=O)C N-(((S)-3-((1r,4S)-4-hydroxy-4-methylcyclohexyl)-5-nitro-3,4-dihydro-2H-benzo[b][1,4]oxazin-7-yl)sulfonyl)-4-(2-((S)-2-(o-tolyl)pyrrolidin-1-yl)-7-azaspiro[3.5]nonan-7-yl)benzamide